(S)-N-(6-(1-cyanospiro[2.2]pentan-1-yl)isoquinolin-3-yl)-2-(4-methylmorpholin-2-yl)acetamide C(#N)C1(CC12CC2)C=2C=C1C=C(N=CC1=CC2)NC(C[C@H]2CN(CCO2)C)=O